N-(2-methyl-3-phenoxyphenyl)quinolin-2-amine CC1=C(C=CC=C1OC1=CC=CC=C1)NC1=NC2=CC=CC=C2C=C1